OXYMETHYLENE ETHER O1CO1